tert-butyl N-[1-(8-carbamoylpyrido[3,4-b]pyrazin-5-yl)-4-piperidyl]-N-cyclopropyl-carbamate C(N)(=O)C1=CN=C(C2=NC=CN=C21)N2CCC(CC2)N(C(OC(C)(C)C)=O)C2CC2